(E)-1-fluoro-2-iodo-ethene F\C=C\I